NC=1C=NC=CC1C=1C=NC(=CC1)C(=O)N1CCN(CC1)C1COC1 (3'-amino-[3,4'-bipyridin]-6-yl)(4-(oxetan-3-yl)piperazin-1-yl)methanone